N-tert-butyl-5-(2-oxopyrrolidin-1-yl)benzenesulfonamide C(C)(C)(C)NS(=O)(=O)C1=CC=CC(=C1)N1C(CCC1)=O